4-Methoxy-4'-methyl-1,1'-biphenyl COC1=CC=C(C=C1)C1=CC=C(C=C1)C